NC=1N=C(SC1C(=O)C1=CC(=NO1)C(=O)NC1CC(C1)(F)F)N(C1=CC=C(C=C1)F)[C@@H](C(=O)N)C |r| rac-5-[4-amino-2-(N-(2-amino-1-methyl-2-oxoethyl)-4-fluoro-anilino)thiazole-5-carbonyl]-N-(3,3-difluorocyclobutyl)isoxazole-3-carboxamide